C(C1=CC=CC=C1)OC1C(CC1)O 2-benzyloxycyclobutanol